C(C)(C)NC1=C(C=NC2=CC=C(C=C12)C=1C=NNC1)C(=O)NCC(=O)N1CCOCC1 4-(isopropylamino)-N-(2-morpholino-2-oxoethyl)-6-(1H-pyrazol-4-yl)quinoline-3-carboxamide